O=C1NC(CCC1N1C(C2=CC=C(C=C2C1=O)N1CCC(CC1)CN1CCNCC1)=O)=O 2-(2,6-dioxo-3-piperidyl)-5-[4-(piperazin-1-ylmethyl)-1-piperidyl]isoindoline-1,3-dione